C(C)(=O)N1CC(N(CC1)C1=CC2=C(N=C(N=C2N[C@H](C)C2=C(C(=CC=C2)C(F)(F)F)C)C)N=C1C)=O 4-acetyl-1-[2,7-dimethyl-4-({(1R)-1-[2-methyl-3-(trifluoromethyl)phenyl]ethyl}amino)pyrido[2,3-d]pyrimidin-6-yl]piperazin-2-one